ClC1=C(C=CC(=C1)Cl)C1=CC2=C(N=C(N=C2)SC)N2C1=NCC2 6-(2,4-dichlorophenyl)-2-(methylsulfanyl)-8,9-dihydroimidazo[1',2':1,6]pyrido[2,3-d]pyrimidine